4-chloro-5-[1-(2,2-difluoroethyl)pyrazol-4-yl]-2-methylaniline ClC1=CC(=C(N)C=C1C=1C=NN(C1)CC(F)F)C